2-methyl-2-morpholin-4-yl-propane-1-amine CC(CN)(C)N1CCOCC1